C(C)OC(\C(=N\OC(CCOCCC(O\N=C(\C(=O)OCC)/C#N)=O)=O)\C#N)=O.ClC=1C(=CC(=C(C1)NC(=O)[C@H]1NCCC1)F)F (S)-N-(5-chloro-2,4-difluorophenyl)pyrrolidine-2-carboxamide Diethyl-(2E,13E)-2,14-dicyano-5,11-dioxo-4,8,12-trioxa-3,13-diazapentadeca-2,13-dienedioate